dodecane bis(trifluoromethylsulfonyl)imide [N-](S(=O)(=O)C(F)(F)F)S(=O)(=O)C(F)(F)F.CCCCCCCCCCCC